DIFLUOROSILICATE [Si]([O-])([O-])(F)F